BrC1=C(C(=C(C=C1)N1C[C@@H](CC1)N(S(=O)(=O)C)C)F)F (R)-N-(1-(4-bromo-2,3-difluorophenyl)pyrrolidin-3-yl)-N-methylmethanesulfonamide